CC12C3CCCC3C(C=C1)C2 2-methyl-tricyclo[4.3.0.12,5]-3-decene